cyclohexyl(4-(2,3-difluoro-4-(1H-pyrazol-4-yl)phenyl)piperidin-1-yl)methanone tetraethylacetylene-1,2-bisphosphonate C(C)OP(OCC)(=O)C#CP(OCC)(=O)OCC.C1(CCCCC1)C(=O)N1CCC(CC1)C1=C(C(=C(C=C1)C=1C=NNC1)F)F